C1(=CC=CC=C1)C1=NC(=NC(=N1)C1=CC=CC=C1)C1=C(C=C(C=C1)OCCCCCC)O 2-(4,6-diphenyl-1,3,5-triazin-2-yl)-5-((hexyl)oxy)phenol